N-methylimidazolesulfonate CN1C(=NC=C1)S(=O)(=O)[O-]